methyl 6-(4-(3-(4-chloro-3-fluorophenyl)-1-((3-methyloxetan-3-yl)methyl)-1H-pyrrolo[2,3-b]pyridine-6-carbonyl)-3,3-dimethylpiperazin-1-yl)-2,4-dimethylnicotinate ClC1=C(C=C(C=C1)C1=CN(C2=NC(=CC=C21)C(=O)N2C(CN(CC2)C2=NC(=C(C(=O)OC)C(=C2)C)C)(C)C)CC2(COC2)C)F